3-(1-menthoxy)-propane-1,2-diol C1(CCC(CC1)C(C)C)(C)OCC(CO)O